C(C)OC1=CC=CC=2C=C(OC21)C(C)NCC2(CCC(CC2)(F)F)O (((1-(7-ethoxybenzofuran-2-yl)ethyl)amino)methyl)-4,4-difluorocyclohexanol